N1=C(C=CC2=CC=CC=C12)C=1NC(NN1)=O 5-(quinolin-2-yl)-2,4-dihydro-3H-1,2,4-triazol-3-one